NCCCCCN(C(CCC(=O)N)=O)O N-(5-aminopentyl)-N-hydroxysuccinamide